C(C)(C)(C)OC(=O)N1CC2=CC=C(C=C2CC1)C1=NC(=C(C2=C1C=CS2)C2=C(C=C(C=C2)F)OCCOC)C2=CC(=CC=C2)CN 6-[6-[3-(aminomethyl)phenyl]-7-[4-fluoro-2-(2-methoxyethoxy)phenyl]thieno[3,2-c]pyridin-4-yl]-3,4-dihydro-1H-isoquinoline-2-carboxylic acid tert-butyl ester